3-(2-(methylsulfonyl)-6-(trifluoromethyl)pyrimidin-4-yl)benzonitrile CS(=O)(=O)C1=NC(=CC(=N1)C=1C=C(C#N)C=CC1)C(F)(F)F